N-(5-(6-ethoxy-4-methylpyridin-3-yl)thiazol-2-yl)-2,6-difluorobenzamide perfluorophenyl-(P)-1-(4-bromo-2-methoxyphenyl)-2-oxo-1,2-dihydroquinoline-6-sulfonate FC1=C(C(N(C2=C(C(=C(C(=C12)F)S(=O)(=O)O)F)F)C1=C(C(=C(C(=C1F)F)Br)F)OC(F)(F)F)=O)C1=C(C(=C(C(=C1F)F)F)F)F.C(C)OC1=CC(=C(C=N1)C1=CN=C(S1)NC(C1=C(C=CC=C1F)F)=O)C